OC(C(N)N)C 2-hydroxypropanediamine